N1(CCCCCC1)CC#CC1=NC=CC(=C1)N1C[C@@H]2CNC=3N=NC(=CC3N2CC1)C1=C(C=CC=C1)O 2-[(10S)-12-[2-[3-(azepan-1-yl)prop-1-ynyl]-4-pyridyl]-1,5,6,8,12-pentazatricyclo[8.4.0.02,7]tetradeca-2(7),3,5-trien-4-yl]phenol